C(C)(C)(C)OC(=O)N(C1(CC=2C(=C(SC2SC)C(=O)O)CC1)C)C 5-[tert-butoxycarbonyl(methyl)amino]-5-methyl-3-methylsulfanyl-6,7-dihydro-4H-2-benzothiophene-1-carboxylic acid